C(#N)C1=CC=C(C=C1)C1=C2CN(CC2=CC(=C1)NCCO)C#N 4-(4-cyanophenyl)-6-((2-hydroxyethyl)amino)isoindoline-2-carbonitrile